N-(4'-bromo-[1,1'-biphenyl]-4-yl)-N-phenylnaphthalen-1-amine C1=CC=C(C=C1)N(C2=CC=C(C=C2)C3=CC=C(C=C3)Br)C4=CC=CC5=CC=CC=C54